BrC1=C2C(=NN(C2=CC=C1)C)C1CC1 4-Bromo-3-cyclopropyl-1-methyl-1H-indazole